Benzo[c][1,2,5]thiadiazole-5,6-diamine N=1SN=C2C1C=C(C(=C2)N)N